C(C)N1C2CNCC1CC2 8-ethyL-3,8-diazabicyclo[3.2.1]octane